3',6'-Bis(acetyloxy)spiro[isobenzofuran-1(3H),9'-[9H]xanthen]-3-one C(C)(=O)OC=1C=CC=2C3(C4=CC=C(C=C4OC2C1)OC(C)=O)OC(C1=CC=CC=C13)=O